ClC1=CC=CC=2S(N=C(OC21)C2=CC=CC=C2)(=O)=O 5-chloro-3-phenylbenzo[e][1,4,3]oxathiazine-1,1-dioxide